O[C@]1(C2=NN=C(C3=C(C=C(C(C(CCCCCC1)=O)=N3)C(F)(F)F)NC(OC(C)(C)C)=O)O2)C(F)(F)F tert-Butyl N-[(6R)-6-hydroxy-13-oxo-6,15-bis(trifluoromethyl)-19-oxa-3,4,18-triazatricyclo[12.3.1.12,5]nonadeca-1(17),2,4,14(18),15-pentaen-17-yl]carbamate